ClC=1C=CC2=C(C[C@@H](CC=3N2C(=NN3)[C@@H]3CC[C@H](CC3)OC3=NC=CC=C3)N(C)CC)C1 (5S)-8-chloro-N-ethyl-N-methyl-1-[trans-4-(pyridin-2-yloxy)cyclohexyl]-5,6-dihydro-4H-[1,2,4]triazolo[4,3-a][1]benzazepin-5-amine